(R)-5-methyl-2-((1-(9-methyl-5-morpholino-2-(trifluoromethyl)imidazo[1,2-c]quinazolin-7-yl)ethyl)amino)benzoic acid CC=1C=CC(=C(C(=O)O)C1)N[C@H](C)C1=CC(=CC=2C=3N(C(=NC12)N1CCOCC1)C=C(N3)C(F)(F)F)C